5-[2-(tert-butoxy)-2-oxoethyl]-[1,2,4]triazolo[1,5-a]pyridin-8-yl 4-amino-2-iodobenzoate NC1=CC(=C(C(=O)OC=2C=3N(C(=CC2)CC(=O)OC(C)(C)C)N=CN3)C=C1)I